N1C(NC(C=2C1=NC=NC2)=O)=O 3H-pyrimido[4,5-d][1,3]diazine-2,4-dione